N1=C(C=CC=C1)C(C)(O)C=1N(C=CC1)S(=O)(=O)C1=CC=C(C)C=C1 1-(pyridin-2-yl)-1-(1-tosyl-1H-pyrrol-2-yl)ethan-1-ol